2-(2-pyridinyl)ethanesulphonic acid N1=C(C=CC=C1)CCS(=O)(=O)O